(S)-2-{4-[2-amino-3-(p-chlorophenyl)-4-pyridinyl]-1H-pyrazol-1-yl}-2-[p-(trifluoromethyl)phenyl]ethanol NC1=NC=CC(=C1C1=CC=C(C=C1)Cl)C=1C=NN(C1)[C@H](CO)C1=CC=C(C=C1)C(F)(F)F